C(C(=C)C)(=O)NC1=C(C(=O)O)C=CC=C1 N-methacryloyl-aminobenzoic acid